(S)-3-((difluoromethyl)sulfonyl)-N-((2-(6-(3-methyl-5-oxopiperazin-1-yl)pyridin-2-yl)-1,6-naphthyridin-7-yl)methyl)benzamide FC(S(=O)(=O)C=1C=C(C(=O)NCC2=NC=C3C=CC(=NC3=C2)C2=NC(=CC=C2)N2C[C@@H](NC(C2)=O)C)C=CC1)F